BrC1=CC(=NC=C1C(=O)OC)\C=C\N(C)C methyl (E)-4-bromo-6-(2-(dimethylamino)vinyl)nicotinate